2'-Methoxycytidine triphosphate P(O)(=O)(OP(=O)(O)OP(=O)(O)O)OC[C@@H]1[C@H]([C@]([C@@H](O1)N1C(=O)N=C(N)C=C1)(O)OC)O